N-[(5-Chlorothiophen-2-yl)methyl]-3-{1-[2,2-difluoro-2-(pyridin-2-yl)ethyl]piperidin-4-yl}-1H-pyrazol-5-amin ClC1=CC=C(S1)CNC1=CC(=NN1)C1CCN(CC1)CC(C1=NC=CC=C1)(F)F